9,9-dimethyl-8-oxo-2-(3-(trifluoromethyl)isoxazole-5-carbonyl)-2-azaspiro[4.5]dec-6-ene-7-carbonitrile CC1(C(C(=CC2(CCN(C2)C(=O)C2=CC(=NO2)C(F)(F)F)C1)C#N)=O)C